[2H]C1=NC(=C(C(=C1[2H])C(=O)NO)O)[2H] 2,3,6-trideuterio-5-hydroxy-pyridine-4-carbohydroxamic acid